C(C)(C)(C)OC(=O)N1C[C@H](C[C@@H](C1)F)NC1=NC2=C(C=C(C=C2C=N1)C1=CC(=C(C=C1)N)F)CC (3S,5S)-3-((6-(4-amino-3-fluorophenyl)-8-ethylquinazolin-2-yl)amino)-5-fluoropiperidine-1-carboxylic acid tert-butyl ester